C1(CC1)OC1=C(C=C(C=C1)C(F)(F)F)C1=NN=C(O1)C(=O)N[C@@H]1C[C@H](N(C1)C(=O)OC(C)(C)C)C tert-butyl (2R,4R)-4-(5-(2-cyclopropoxy-5-(trifluoromethyl)-phenyl)-1,3,4-oxadiazole-2-carboxamido)-2-methylpyrrolidine-1-carboxylate